3-CYCLOPROPYL-2,2-DIMETHYL-PROPIONIC ACID C1(CC1)CC(C(=O)O)(C)C